5-(methylcarbamoyl)-2-(2-(methylthio)phenyl)-1H-benzo[d]imidazol CNC(=O)C1=CC2=C(NC(=N2)C2=C(C=CC=C2)SC)C=C1